((2R,6R)-4-(2-fluoro-4-methoxybenzoyl)-2,6-dimethylpiperazin-1-yl)(5-hydroxy-1H-indol-2-yl)methanone FC1=C(C(=O)N2C[C@H](N([C@@H](C2)C)C(=O)C=2NC3=CC=C(C=C3C2)O)C)C=CC(=C1)OC